(7R,8aS)-2-benzyl-7-hydroxyhexahydropyrrolo[1,2-a]pyrazine-1,4-dione C(C1=CC=CC=C1)N1C([C@H]2N(C(C1)=O)C[C@@H](C2)O)=O